O1C(CC1)CN1C=2N(C=C1)C(=CN2)C(=O)O 1-(oxetan-2-ylmethyl)-1H-imidazo[1,2-a]imidazole-5-carboxylic acid